N-[(6-Amino-2-pyridyl)sulfonyl]-6-(4-chloro-3-propoxyphenyl)-2-[(2R,5S)-2,5-dimethylpyrrolidin-1-yl]pyridin-3-carboxamid NC1=CC=CC(=N1)S(=O)(=O)NC(=O)C=1C(=NC(=CC1)C1=CC(=C(C=C1)Cl)OCCC)N1[C@@H](CC[C@@H]1C)C